NC(C([C@H](C[C@H]1C(NCC1)=O)NC([C@H](CC(C)C)NC(=O)C1(C2=CC=CC=C2C=2C=CC=CC12)O)=O)=O)=O N-((S)-1-(((S)-4-amino-3,4-dioxo-1-((S)-2-oxopyrrolidin-3-yl)butan-2-yl)amino)-4-methyl-1-oxopentan-2-yl)-9-hydroxy-9H-fluorene-9-carboxamide